BrC1=C(C=C2C(=NC(=NC2=C1F)SC)O)I 7-bromo-8-fluoro-6-iodo-2-(methylthio)quinazolin-4-ol